NC1=NC2=C(N1C/C=C/CNC(OC(C)(C)C)=O)C=CC(=C2)C(N)=O (E)-tert-butyl (4-(2-amino-5-carbamoyl-1H-benzo[d]imidazol-1-yl)but-2-en-1-yl)carbamate